3-(phenylamino)-1-(4-methoxyphenyl)-2-propen-1-one C1(=CC=CC=C1)NC=CC(=O)C1=CC=C(C=C1)OC